(S)-(-)-3-hydroxypyrrolidine C1CNC[C@H]1O